methyl 7-chloro-2-[(1S)-2-(6-fluoro-2,3-dimethylphenyl)-1-(5-oxo-4H-1,3,4-oxadiazol-2-yl)propyl]-1,1-dioxo-3,4-dihydro-5,1lambda6,2-benzoxathiazepine-9-carboxylate ClC=1C=C(C2=C(OCCN(S2(=O)=O)[C@@H](C(C)C2=C(C(=CC=C2F)C)C)C=2OC(NN2)=O)C1)C(=O)OC